NC(COC1=CC=C(C=C1)C1=CC=C(C=C1)C=1C=C2C(=NNC2=CC1Cl)CCC(=O)O)=O 3-(5-(4'-(2-amino-2-oxoethoxy)-[1,1'-biphenyl]-4-yl)-6-chloro-1H-indazol-3-yl)propanoic acid